5-[[2-[(2R,5S)-2-(5-carbamoyl-2-thienyl)-5-methyl-1-piperidyl]-2-oxo-acetyl]amino]-2-methoxy-pyridine-3-carboxamide C(N)(=O)C1=CC=C(S1)[C@@H]1N(C[C@H](CC1)C)C(C(=O)NC=1C=C(C(=NC1)OC)C(=O)N)=O